(4Z)-2-[[(1R)-1-(methoxymethyl)-3-methyl-butyl]amino]-4-[(2-methyl-1,3-benzothiazol-6-yl)methylene]-1H-imidazol-5-one COC[C@@H](CC(C)C)NC=1NC(/C(/N1)=C/C1=CC2=C(N=C(S2)C)C=C1)=O